C(C)C1C2(CCC(C1)C2)O ethyl-norbornyl alcohol